2,2,2-trifluoroethyl-ethylene glycol FC(CC(CO)O)(F)F